2-(4-(2-(2,6-dimethylpyridin-4-yl)-3-isopropyl-1H-indol-5-yl)piperidin-1-yl)acetonitrile CC1=NC(=CC(=C1)C=1NC2=CC=C(C=C2C1C(C)C)C1CCN(CC1)CC#N)C